7-hydroxy-3-methyl-6-(6-(methyl(2,2,6,6-tetramethylpiperidin-4-yl)amino)pyridazin-3-yl)isoquinoline-1-carbonitrile OC1=C(C=C2C=C(N=C(C2=C1)C#N)C)C=1N=NC(=CC1)N(C1CC(NC(C1)(C)C)(C)C)C